C(C)(C)(C)OC(=O)N1C[C@H]([C@@H](CC1)C(=O)O)CC trans-1-(tert-Butoxycarbonyl)-3-ethylpiperidine-4-carboxylic acid